2,6-bis(trifluoromethyl)-(1,1-biphenyl) FC(C1=C(C(=CC=C1)C(F)(F)F)C1=CC=CC=C1)(F)F